BrC=1C=CC2=C(N=C(S2)C)C1 5-bromo-2-methylbenzo[d]thiazole